2-methyl-triacontane CC(C)CCCCCCCCCCCCCCCCCCCCCCCCCCCC